ClC1=NC=C(C(=O)NOCC)C(=C1)NC1=C(C=C(C(=C1)Cl)C1CC1)NS(=O)(=O)C 6-chloro-4-((5-chloro-4-cyclopropyl-2-(N-methylsulfonylamino)phenyl)amino)-N-ethoxynicotinamide